2,6,6-trimethyl-2-hydroxycyclohexanone CC1(C(C(CCC1)(C)C)=O)O